2-amino-3-(oxazol-5-yl)-N-((R)-4-phenyl-1-((3aS,4S,6S,7aR)-3a,5,5-trimethylhexahydro-4,6-methanobenzo[d][1,3,2]dioxaborol-2-yl)butyl)propanamide hydrochloride Cl.NC(C(=O)N[C@@H](CCCC1=CC=CC=C1)B1O[C@@]2([C@H](O1)C[C@H]1C([C@@H]2C1)(C)C)C)CC1=CN=CO1